ClC=1C=C(C=CC1)NC=1N(C2=NC(=NC=C2N1)N[C@@H]1CC(OCC1)(C)C)C1CCC(CC1)C(=O)N (1S,4S)-4-(8-((3-chlorophenyl)amino)-2-((2,2-dimethyltetrahydro-2H-pyran-4-yl)amino)-9H-purin-9-yl)cyclohexane-1-carboxamide